4-cyclopropyl-3-(N-(2-(4,4-difluoropiperidin-1-yl)-5-(methylsulfonyl)phenyl)sulfamoyl)benzoic acid C1(CC1)C1=C(C=C(C(=O)O)C=C1)S(NC1=C(C=CC(=C1)S(=O)(=O)C)N1CCC(CC1)(F)F)(=O)=O